N-(3-bromo-4-fluorophenyl)-N'-hydroxy-4-((2-(2-pyrrolidone-1-yl)ethyl)amino)-1,2,5-oxadiazole BrC=1C=C(C=CC1F)N1ON(C(=C1)NCCN1C(CCC1)=O)O